2-((2R,5S)-4-((R)-(4-(1H-tetrazol-5-yl)phenyl)(3-hydroxyphenyl)methyl)-2,5-dimethylpiperazin-1-yl)acetic acid N1N=NN=C1C1=CC=C(C=C1)[C@@H](N1C[C@H](N(C[C@@H]1C)CC(=O)O)C)C1=CC(=CC=C1)O